C(C)[C@@H]1N(C[C@H](N(C1)C(C)C=1C=C2N=CC=NC2=CC1)CC)C=1C=2C(N(C(C1)=O)C(C)C)=CN(N2)CC#N 2-(7-((2S,5R)-2,5-diethyl-4-(1-(quinoxalin-6-yl)ethyl)piperazin-1-yl)-4-isopropyl-5-oxo-4,5-dihydro-2H-pyrazolo[4,3-b]pyridin-2-yl)acetonitrile